2-(3-amino-1-bicyclo[1.1.1]pentanyl)propan-2-ol NC12CC(C1)(C2)C(C)(C)O